N1=C(N=C(C2=C1C=C1N2C=CN=C1O)O)O pyrazino[1',2':1,5]pyrrolo[3,2-d]pyrimidine-2,4,9-triol